6-bromo-8-((tetrahydrofuran-2-yl)methoxy)imidazo[1,2-a]pyrazine-2-carboxylic acid BrC=1N=C(C=2N(C1)C=C(N2)C(=O)O)OCC2OCCC2